BrC=1C=C(C(=CC1Br)N(CCCCCCCCCCCCCCCCCCCC)CCCCCCCCCCCCCCCCCCCC)N(CCCCCCCCCCCCCCCCCCCC)CCCCCCCCCCCCCCCCCCCC 4,5-dibromo-N1,N1,N2,N2-tetraeicosylbenzene-1,2-diamine